FC=1C=C(CN2C=NC(=C2)C(=O)N[C@@H]2C(N(C3=C(OC2)N(N=C3)C(C)C)C)=O)C=CC1F (S)-1-(3,4-difluorobenzyl)-N-(1-isopropyl-4-methyl-5-oxo-4,5,6,7-tetrahydro-1H-pyrazolo[3,4-b][1,4]oxazepin-6-yl)-1H-imidazole-4-carboxamide